C(C)(C)C1=CN=CC(=N1)NC1=C(C=NN1C)C=1N=CC(=NC1)C1=CC=C(C=C1)C1(CC1)C(=O)OC Methyl 1-[4-[5-[5-[(6-isopropylpyrazin-2-yl)amino]-1-methyl-pyrazol-4-yl]pyrazin-2-yl]phenyl]cyclopropanecarboxylate